CSC(C)C 2-(methylthio)propan